2-(ethyl-{4-[(1Z)-(4-nitrophenyl)ethanyl]phenyl}amino)ethan-1-ol C(C)N(CCO)C1=CC=C(C=C1)CCC1=CC=C(C=C1)[N+](=O)[O-]